p-hydroxy-phenyl-potassium OC1=CC=C(C=C1)[K]